1,1-Dimethyl-3-hydroxyethyl-9'-methoxyspiro[benz[e]-indolin-2,3'-[3H]-naphtho[2,1-b][1,4]oxazin] CC1(C=2C3=C(C=CC2N(C12C=NC1=C(O2)C=CC2=CC=C(C=C21)OC)CCO)C=CC=C3)C